Cl.C1(CCCCC1)CCNC(=N)NNC(=N)N cyclohexylethylbiguanidine hydrochloride